O1C2=C(OCC1)C=CC=C2 (E)-(2,3-dihydrobenzo[b][1,4]dioxin)